FC1=C(CN2C(CN(C=3C=NC=4C=C(C(=CC4C32)F)OC)C(=O)OC(C)(C)C)=O)C(=CC(=C1)S(N)(=O)=O)F Tert-butyl 1-(2,6-difluoro-4-sulfamoylbenzyl)-9-fluoro-8-methoxy-2-oxo-2,3-dihydropyrazino[2,3-c]quinoline-4(1H)-carboxylate